ClC=1C=C(C=C2CN(C(C12)=O)C1C(NC(CC1)=O)=O)C 3-(7-chloro-5-methyl-1-oxoisoindolin-2-yl)piperidine-2,6-dione